C1=CC(=C(C=C1Br)C(=O)N)Br (2S,3S)-(+)-di-o-benzoyltartaric acid